ClC=1C=C(C=CC1C(F)(F)F)C12CN(CC2C1)C(=O)OC(C)(C)C tert-butyl 1-(3-chloro-4-(trifluoromethyl) phenyl)-3-azabicyclo[3.1.0]hexane-3-carboxylate